C(C)C=1SC2=C(N1)C=C(C(=C2)O)C2=CC1=C(N=N2)N(C=C1)[C@@H]1[C@@H](C(NC(C1)(C)C)(C)C)F 2-ethyl-5-{7-[(3S,4S)-3-fluoro-2,2,6,6-tetramethylpiperidin-4-yl]-7H-pyrrolo[2,3-c]pyridazin-3-yl}-1,3-benzothiazol-6-ol